chloro-8-methoxy-5-(tetrahydro-pyran-4-yl)-quinoxaline ClC1=NC2=C(C=CC(=C2N=C1)C1CCOCC1)OC